(S)-8-amino-1-methyl-4-(3-(3-(methylamino)-1-(thiophen-2-yl)propoxy)phenyl)-1,2,3,4-tetrahydro-5H-pyrido[2,3-e][1,4]diazepin-5-one NC=1C=CC2=C(N(CCN(C2=O)C2=CC(=CC=C2)O[C@@H](CCNC)C=2SC=CC2)C)N1